FC(CN1N=C2N(C(N([C@H](C2=C1)C)C1CCN(CC1)C1=C(C=CC=C1C)F)=O)CC1=C(C=CC=C1)C(F)(F)F)(C)F (S)-2-(2,2-Difluoro-propyl)-5-[1-(2-fluoro-6-methyl-phenyl)-piperidin-4-yl]-4-methyl-7-(2-trifluoromethyl-benzyl)-2,4,5,7-tetrahydro-pyrazolo[3,4-d]pyrimidin-6-on